N-(3'-(bromomethyl)-[1,1'-biphenyl]-2-yl)-3-(difluoromethyl)-1-methyl-1H-pyrazole-4-carboxamide BrCC=1C=C(C=CC1)C1=C(C=CC=C1)NC(=O)C=1C(=NN(C1)C)C(F)F